4,4'-DICHLORODIPHENYL SULFOXIDE C1=CC(=CC=C1S(=O)C2=CC=C(C=C2)Cl)Cl